acetyl-taurine magnesium salt [Mg+2].C(C)(=O)NCCS(=O)(=O)[O-].C(C)(=O)NCCS(=O)(=O)[O-]